FC(OC1=C(C=C(C(=O)NCC=2C=NN3N=CC=C(C32)C)C=C1)F)F 4-(difluoromethoxy)-3-fluoro-N-((4-methylpyrazolo[1,5-b]pyridazin-3-yl)methyl)benzamide